C(#N)C1=C(C=C(C=C1)N1C(N(C(C1=O)(C)C)C1=CC(=C(OCCN2C[C@H](N(CC2)CC(=O)N)C)C=C1)C(C)(F)F)=S)C(F)(F)F 2-((R)-4-(2-(4-(3-(4-cyano-3-(trifluoromethyl)phenyl)-5,5-dimethyl-4-oxo-2-thioxoimidazolidin-1-yl)-2-(1,1-difluoroethyl)phenoxy)ethyl)-2-methylpiperazin-1-yl)acetamide